ClC1=CC=C(C(=N1)C(=O)NS(=O)(=O)C)N[C@H](C)C=1C=C(C=C2C(N(C(=NC12)N1CCN(CC1)C1=NN(C=C1)C)C)=O)C (R)-6-chloro-3-((1-(3,6-dimethyl-2-(4-(1-methyl-1H-pyrazol-3-yl)piperazin-1-yl)-4-oxo-3,4-dihydroquinazolin-8-yl)ethyl)amino)-N-(methylsulfonyl)picolinamide